N-(6-(2-(tert-butylamino)-2-oxoethyl)-6-azaspiro[2.5]oct-1-yl)-3-chloro-5-fluorobenzamide C(C)(C)(C)NC(CN1CCC2(CC2NC(C2=CC(=CC(=C2)F)Cl)=O)CC1)=O